1-(4-(3-(4-hydroxyphenyl)-1-tosyl-1H-pyrrolo[2,3-b]pyridin-5-yl)benzyl)piperidin-3-ol OC1=CC=C(C=C1)C1=CN(C2=NC=C(C=C21)C2=CC=C(CN1CC(CCC1)O)C=C2)S(=O)(=O)C2=CC=C(C)C=C2